((2R,4R)-4-(aminomethyl)tetrahydrofuran-2-yl)((S)-1-(4-fluorophenyl)-3,4-dihydroisoquinolin-2(1H)-yl)methanone NC[C@H]1C[C@@H](OC1)C(=O)N1[C@H](C2=CC=CC=C2CC1)C1=CC=C(C=C1)F